NC1=NN(C=C1)CCCCCCC(=O)OC(C)(C)C tert-butyl 7-(3-amino-1H-pyrazol-1-yl)heptanoate